CC1=C(C=C(C=C1)NC(N(CCC)CCC)=O)NC(N(CCC)CCC)=O 3,3'-(4-methyl-1,3-phenylene)bis(1,1'-dipropylurea)